FC(C)(F)C1=NN(C=C1C)CC12CC(C1)(C2)F 3-(1,1-difluoroethyl)-1-((3-fluorobicyclo[1.1.1]pentan-1-yl)methyl)-4-methyl-1H-pyrazole